methoxy-1-methyl-6-oxo-1,6-dihydropyrimidine COC=1N(C(C=CN1)=O)C